C(#N)CC=1C=C(C=CC1C1CCN(CC1)C)NC=1N=CC2=C(N1)CN(CC2)C2=C(C1=C(OCCN1C(=O)OC(C)(C)C)N=C2)C tert-butyl 7-(2-{[3-(cyanomethyl)-4-(1-methylpiperidin-4-yl)phenyl]amino}-5H,6H,7H,8H-pyrido[3,4-d]pyrimidin-7-yl)-8-methyl-1H,2H,3H-pyrido[2,3-b][1,4]oxazine-1-carboxylate